ClC1=NC(=C(C(=N1)Cl)[N+](=O)[O-])C 2,4-Dichloro-6-methyl-5-nitro-pyrimidine